tert-butyl 3-amino-3-(2,3-dichlorophenyl)pyrrolidine-1-carboxylate NC1(CN(CC1)C(=O)OC(C)(C)C)C1=C(C(=CC=C1)Cl)Cl